1-(2-naphthoyl-3-phenylbicyclo[2.1.1]hex-2-ene-2-yl)-N-methylmethanesulfonamide C1=C(C=CC2=CC=CC=C12)C(=O)C12C(=C(C(C1)C2)C2=CC=CC=C2)CS(=O)(=O)NC